2-bromo-5-(difluoro(phenyl)methoxy)-1,3-diiodobenzene BrC1=C(C=C(C=C1I)OC(C1=CC=CC=C1)(F)F)I